COC=1N=CC=2N(C1)C(=CN2)C2=NC=CC(=N2)N2CCN(CC2)C(C)=O 1-(4-(2-(6-Methoxyimidazo[1,2-a]pyrazin-3-yl)pyrimidin-4-yl)piperazin-1-yl)ethan-1-one